ClC1=CC(=C(C=C1)/C(/C#N)=C/C1=C(C(=CC=C1)Cl)F)F (Z)-2-(4-chloro-2-fluorophenyl)-3-(3-chloro-2-fluorophenyl)acrylonitrile